C(C)(C)(C)OC(=O)N1CC2(CC2)[C@@H]([C@@H]1CC=1C(=C(C=CC1)C1=CC(=CC=C1)F)F)NS(=O)(=O)CC (6S,7S)-6-((2,3'-difluoro-[1,1'-biphenyl]-3-yl)methyl)-7-(ethylsulphonamido)-5-azaspiro[2.4]heptane-5-carboxylic acid tert-butyl ester